BrC1=CC(=C(COC2=CC=CC(=N2)C2CCNCC2)C(=C1)F)F 4-(6-((4-bromo-2,6-difluorobenzyl)oxy)pyridin-2-yl)piperidine